1-tert-butyloxycarbonylpiperidine-4-carbaldehyde C(C)(C)(C)OC(=O)N1CCC(CC1)C=O